N-(3-(2-aminoquinazolin-5-yl)-2,4-difluorophenyl)-2,5-dichlorobenzenesulfonamide NC1=NC2=CC=CC(=C2C=N1)C=1C(=C(C=CC1F)NS(=O)(=O)C1=C(C=CC(=C1)Cl)Cl)F